Propionate HCl Cl.C(CC)(=O)O